C[C@H](CC[C@@H](C(C)C)O)[C@H]1CC[C@@H]2[C@@]1(CC[C@H]3[C@H]2CC=C4[C@@]3(CC[C@@H]([C@@H]4O)O)C)C The molecule is an oxysterol that is cholesterol which is substituted by hydroxy groups at positions 4beta and 24S. It has a role as a human xenobiotic metabolite. It is an oxysterol, a 3beta-sterol, a cholestanoid, a 4-hydroxy steroid, a 24-hydroxy steroid and a 3beta-hydroxy-Delta(5)-steroid.